C(C)(=O)O[C@@H]1[C@](O[C@H](C1)N1C2=NC(=NC(=C2N=C1)NC(=O)OC1COC(CCCCCCCCCCCC(OC1)=O)=O)F)(CO)C#C (2R,3S,5R)-5-(6-((((6,18-dioxo-1,5-dioxacyclooctadecan-3-yl)oxy)carbonyl)amino)-2-fluoro-9H-purin-9-yl)-2-ethynyl-2-(hydroxymethyl)tetrahydrofuran-3-yl acetate